N=1C=NN2C1C=C(C=C2)OC2=CC(=C(C=C2Cl)NC=2C1=C(N=CN2)C=CC(=N1)N1[C@@H]2CCN([C@H](C1)C2)C(C=C)=O)F 1-((1S,5R)-6-(4-((4-([1,2,4]triazolo[1,5-a]pyridin-7-yloxy)-5-chloro-2-fluorophenyl)amino)pyrido[3,2-d]pyrimidin-6-yl)-2,6-diazabicyclo[3.2.1]octan-2-yl)prop-2-en-1-one